NC1=NC=NN2C1=C(C=C2C=2C=C(C(=NC2)OC)C(=O)N[C@@H]2CN(C[C@@H]2F)C(C)C=2C(=NOC2C)C)C(F)(F)F 5-[4-amino-5-(trifluoromethyl)-pyrrolo[2,1-f][1,2,4]triazin-7-yl]-N-[(3R,4S)-1-[1-(3,5-dimethyl-1,2-oxazol-4-yl)-ethyl]-4-fluoropyrrolidin-3-yl]-2-methoxypyridine-3-carboxamide